4-(4-(4-Amino-7-(1-isobutyrylpiperidin-4-yl)pyrrolo[2,1-f][1,2,4]triazin-5-yl)phenyl)-5-cyano-6-methyl-2-oxo-1-phenyl-1,2-dihydropyridine-3-carboxamide NC1=NC=NN2C1=C(C=C2C2CCN(CC2)C(C(C)C)=O)C2=CC=C(C=C2)C2=C(C(N(C(=C2C#N)C)C2=CC=CC=C2)=O)C(=O)N